3-(1-(2,3-dichloro-4-methoxyphenyl)ethyl)-1-methyl-(1,3,3-trimethylpiperidin-4-yl)urea monohydrochloride salt Cl.ClC1=C(C=CC(=C1Cl)OC)C(C)NC(N(C)C1C(CN(CC1)C)(C)C)=O